5-(2-((((1r,4r)-4-(dimethylamino)cyclohexyl)amino)-8-ethylpyrido[3,2-d]pyrimidin-6-yl)-6-methylpyridin-2-yl)benzenesulfonamide CN(C1CCC(CC1)NC=1N=CC2=C(N1)C(=CC(=N2)C2(NC(=CC=C2)C)C=2C=CC=C(C2)S(=O)(=O)N)CC)C